O=C(C(=O)OCC)NNC(C(C1=CC=CC=C1)=O)=O ethyl 2-oxo-2-(2-(2-oxo-2-phenylacetyl)hydrazineyl)acetate